B(OC(CC(O)(F)F)F)([O-])[O-].[K+].[K+] potassium trifluoro(3-hydroxypropyl) borate